[As].[Al].[In] indium aluminum arsenic